tert-butylHydroperoxide C(C)(C)(C)OO